B([O-])([O-])[O-].B(O)(O)O.B([O-])([O-])O.[Al+3].[Ca+2] calcium aluminium triborate